FC=1C(=C(C(=O)N)C=C(C1F)CC1=C(C(=NC=C1)NS(NC)(=O)=O)F)NC1=C(C=C(C=C1)C#C[Si](C)(C)C)F 3,4-difluoro-5-[[3-fluoro-2-(methylsulfamoylamino)pyridin-4-yl]methyl]-2-[2-fluoro-4-(2-trimethylsilylethynyl)anilino]benzamide